OC1=C(C=CC=C1)C1=C(C=CC=C1)O hydroxy-phenyl-(phenol)